C1(=CCCC1)C=1C=CC(=C(OCCN(C)C)C1)[N+](=O)[O-] {2-[5-(cyclopent-1-en-1-yl)-2-nitrophenoxy]ethyl}dimethylamine